(RS)-3-Fluoro-pyridine-2-carboxylic acid [4-(2-piperidin-3-yl-ethyl)-phenyl]-amide hydrochloride Cl.N1C[C@@H](CCC1)CCC1=CC=C(C=C1)NC(=O)C1=NC=CC=C1F |r|